ClCCC(=O)N1C2=C(NS(C3=C1C=CC(=C3)F)(=O)=O)C=CC=C2 11-(3-chloropropanoyl)-3-fluoro-6,11-dihydro-5H-5λ6-dibenzo[c,f][1,2,5]thiadiazepine-5,5-dione